C(C)(C)OC1=CC=C(C=C1)N1CC2(C1)CN(CC2)C(=O)N2C[C@@H]1[C@@H](OCC(N1)=O)CC2 (4aR,8aS)-6-(2-(4-isopropoxyphenyl)-2,6-diazaspiro[3.4]octane-6-carbonyl)hexahydro-2H-pyrido[4,3-b][1,4]oxazin-3(4H)-one